CN1C(CCC1)[C@@H](C#N)C1(N(CCNC1)C=1C2=C(N=CN1)CNCC2)OC (S)-1-methylpyrrolidin-2-yl(methoxy(5,6,7,8-tetrahydropyrido[3,4-d]pyrimidin-4-yl)piperazin-2-yl)acetonitrile